(1r,4r)-4-((5-(3-(difluoromethyl)-8-fluoroimidazo[1,2-a]pyridin-6-yl)-6-fluoro-4-methoxypyrrolo[2,1-f][1,2,4]triazin-2-yl)amino)-1-methylcyclohexan-1-ol FC(C1=CN=C2N1C=C(C=C2F)C=2C(=CN1N=C(N=C(C12)OC)NC1CCC(CC1)(O)C)F)F